3,4-di-O-acetyl-D-xylose C(C)(=O)O[C@H]([C@H](C=O)O)[C@H](OC(C)=O)CO